8-((2-hydroxyethyl)(5-(((non-2-yn-1-yloxy)carbonyl)oxy)pentyl)amino)octanoic acid heptadec-9-yl ester CCCCCCCCC(CCCCCCCC)OC(CCCCCCCN(CCCCCOC(=O)OCC#CCCCCCC)CCO)=O